COCCCOC1=C(OC2=C(C1=O)C=CC=C2)C2=CC=CC=C2 (3-methoxypropoxy)-2-phenyl-4H-1-benzopyran-4-one